1-[(2-hydroxyethyl)thio]-3-(octyloxy)-2-propanol OCCSCC(COCCCCCCCC)O